C(C)(C)(C)OC(=O)N1C(CC1)C1=NC=C(C=C1)C1=C(C=C(C=C1)Cl)S(=O)(=O)C [5-(4-chloro-2-methylsulfonyl-phenyl)-2-pyridinyl]azetidine-1-carboxylic acid tert-butyl ester